2-chloro-N-(3-(2,2-difluoroacetamido)-2,4-difluorophenyl)benzamide ClC1=C(C(=O)NC2=C(C(=C(C=C2)F)NC(C(F)F)=O)F)C=CC=C1